C1(CC1)C=1C=CC(=C(C1)NC(=O)N1C[C@](CC1)(C1=NC=NS1)C1=CC(=C(C=C1)C)F)C(NC)=O |o1:14| (R or S)-N-(5-cyclopropyl-2-(methylcarbamoyl)phenyl)-3-(3-fluoro-4-methylphenyl)-3-(1,2,4-thiadiazol-5-yl)pyrrolidine-1-carboxamide